benzyl ((S)-7-ethyl-8,11-dioxo-7,8,11,13-tetrahydro-10H-[1,3]dioxolano[4,5-g]pyrano[3',4':6,7]indolizino[1,2-b]quinolin-7-yl) carbonate C(OCC1=CC=CC=C1)(O[C@@]1(C(OCC=2C(N3CC=4C(=NC=5C=C6C(=CC5C4)OCO6)C3=CC21)=O)=O)CC)=O